N-[4-(3-Cyanophenyl)-5-(2,6-dimethyl-4-pyridyl)thiazol-2-yl]-4-tetrahydropyran-4-yl-piperazine-1-carboxamide diformate salt C(=O)O.C(=O)O.C(#N)C=1C=C(C=CC1)C=1N=C(SC1C1=CC(=NC(=C1)C)C)NC(=O)N1CCN(CC1)C1CCOCC1